FC1=CC=CC(=N1)C(=O)OC methyl 6-fluoropyridine-2-carboxylate